OC1=C(C(=O)NC=2C=CC(=NC2)C(=O)O)C=C(C=C1S(=O)(=O)O)O 5-(2,5-dihydroxy-3-sulfobenzamido)picolinic acid